COC=1C(=NN(C1NCC1=CC=C(C=C1)C(N)=N)C(=O)C1=COC(=C1)C)C1CNCCC1 4-({[4-methoxy-1-(5-methylfuran-3-carbonyl)-3-(piperidin-3-yl)-1H-pyrazol-5-yl]amino}methyl)benzene-1-carboximidamide